COC1=CC=C(CN(C=2N=CN(C(C2C(=O)OC)=O)C2=C(C=C(C=C2C)OC)Cl)CC2=CC=C(C=C2)OC)C=C1 methyl 4-(bis(4-methoxybenzyl)amino)-1-(2-chloro-4-methoxy-6-methylphenyl)-6-oxo-1,6-dihydropyrimidine-5-carboxylate